ClC1=CC=CC2=C1NC(=N2)C(=O)N2CC=1C=CC=NC1CC2C (7-Chloro-1H-benzimidazol-2-yl)-(7-methyl-7,8-dihydro-5H-1,6-naphthyridin-6-yl)methanone